Lithium Persulfate S(=O)(=O)([O-])OOS(=O)(=O)[O-].[Li+].[Li+]